1-ethyl-3-((S)-1,1,1,5,5,5-hexafluoropentan-2-yl)-1-((R)-1-(3-(8-methoxy-[1,2,4]triazolo[1,5-a]pyridin-6-yl)phenyl)ethyl)urea C(C)N(C(=O)N[C@H](C(F)(F)F)CCC(F)(F)F)[C@H](C)C1=CC(=CC=C1)C=1C=C(C=2N(C1)N=CN2)OC